BrC=1C=C(C(=NC1)C(C)=O)S(=O)(=O)CC 1-(5-bromo-3-ethylsulfonyl-2-pyridinyl)ethanone